C(#N)CC=1C=NN2C1C(=C(C=C2)NC2=CC(=NC=C2C(=O)NC([2H])([2H])[2H])NC(=O)C2CC2)OC 4-((3-(Cyanomethyl)-4-methoxypyrazolo[1,5-a]pyridin-5-yl)amino)-6-(cyclopropanecarboxamido)-N-(methyl-d3)nicotinamide